The molecule is a 1,2-diacyl-sn-glycerol in which the acyl groups at positions 1 and 2 are specified as 7Z,10Z,13Z,16Z-docosatetraenoyl. It has a role as a mouse metabolite. It derives from an all-cis-docosa-7,10,13,16-tetraenoic acid. CCCCC/C=C\\C/C=C\\C/C=C\\C/C=C\\CCCCCC(=O)OC[C@H](CO)OC(=O)CCCCC/C=C\\C/C=C\\C/C=C\\C/C=C\\CCCCC